C1CCC2=CC(=CC=C12)NC(=O)N1CCNCC1 N-(2,3-dihydro-1H-inden-5-yl)piperazine-1-carboxamide